7,7-dimethyl-5,7-dihydrofuro[3,4-b]pyridin-5-ol CC1(OC(C=2C1=NC=CC2)O)C